ClC1=C(C=C(C=C1)S(=O)(=O)C1=CC(=C(C=C1)Cl)C)C 1-chloro-4-(4-chloro-3-methylphenyl)sulfonyl-2-methylbenzene